COC1=C(C=CC(=C1)C(F)(F)F)C=1SC=C(N1)CN1CCN(CC1)C1=NC(=NC(=C1)C)N(C)C 4-[4-({2-[2-methoxy-4-(trifluoromethyl)phenyl]-1,3-thiazol-4-yl}methyl)piperazin-1-yl]-N,N,6-trimethylpyrimidin-2-amine